Ethylene glycol bis(4-mercaptovalerate) SC(CCC(=O)OCCOC(CCC(C)S)=O)C